C(C)(=O)OCC(=O)NC=1C=C(C=CC1OCCOC)C=1SC=C(N1)CC(=O)NCC(=O)OCC ethyl (2-(2-(3-(2-acetoxyacetamido)-4-(2-methoxyethoxy)phenyl)thiazol-4-yl)acetyl)glycinate